5-bromoterazole BrC1=CC=C(N1)C1=NC=CC1=C1N=CC=C1